Tert-Butyl (tert-butoxycarbonyl)(2-chloro-6-((2,3-dihydro-1H-inden-2-yl)carbamoyl)pyridin-4-yl)carbamate C(C)(C)(C)OC(=O)N(C(OC(C)(C)C)=O)C1=CC(=NC(=C1)C(NC1CC2=CC=CC=C2C1)=O)Cl